F[C@H]1CN(CC1)CCOC=1C=C(C=CC1)CCNC 2-(3-{2-[(3R)-3-fluoropyrrolidin-1-yl]ethoxy}phenyl)-N-methylethan-1-amine